S1C=NC2=C1C=C(C=C2)\C=C\2/N=C(NC2=O)NC2=NC=C(N=C2)N2CCN(CC2)C (4Z)-4-(1,3-Benzothiazol-6-ylmethylene)-2-[[5-(4-methylpiperazin-1-yl)pyrazin-2-yl]amino]-1H-imidazol-5-one